ClC1=NC=2N(C(=C1)N1CCC(CC1)(C(=O)N)OCC)N=C(C2C2=CC=C(C=C2)Cl)C2=C(C=CC=C2)Cl 1-[5-chloro-2-(2-chlorophenyl)-3-(4-chlorophenyl)pyrazolo[1,5-a]pyrimidin-7-yl]-4-ethoxy-piperidine-4-carboxamide